C(CC)C(C(=S)O)OCC(=S)O propyldithiodiglycolic acid